2-allyl-6-(1-benzofuran-5-ylamino)-1-[6-(1-methyl-4-piperidyloxy)-2-pyridyl]-1,2-dihydro-3H-1,2,5,7-tetraazainden-3-one C(C=C)N1N(C2=NC(=NC=C2C1=O)NC=1C=CC2=C(C=CO2)C1)C1=NC(=CC=C1)OC1CCN(CC1)C